(S)-1-Phenylethylisocyanate C1(=CC=CC=C1)[C@H](C)N=C=O